methyl 4-acetyl-1-(1-methylcyclopropyl)-6-oxyl-1,6-dihydropyridine-3-carboxylate C(C)(=O)C=1C(=CN(C(C1)O)C1(CC1)C)C(=O)OC